FC1=C(C=NC=C1)C1CN(C1)C(=O)[C@@H]1CC[C@H]2N1C(CC[C@@H]1[C@@H](C2)C1)=O (3S,6S,7aS,8aR,9aR)-3-(3-(4-fluoropyridin-3-yl)azetidine-1-carbonyl)-5-oxodecahydro-1H-cyclopropa[d]pyrrolo[1,2-a]azocin